[N+](=[N-])=CC(CC[C@@H](C(=O)OC(C)C)NC([C@H](C=1N(C=CN1)C)OC)=O)=O isopropyl (S)-6-diazo-2-((S)-2-methoxy-2-(1-methyl-1H-imidazol-2-yl)acetamido)-5-oxohexanoate